C(C)(C)(C)OC(=O)N1CC(C1)N1C=C(C=2N=NC(=CC21)Cl)C=O 3-{3-chloro-7-formylpyrrolo[3,2-c]pyridazin-5-yl}azetidine-1-carboxylic acid tert-butyl ester